4-hydrazino-6,7-dihydro-5H-cyclopenta[4,5]thieno[2,3-d]pyrimidine N(N)C=1C2=C(N=CN1)SC1=C2CCC1